C(#N)C1=CC(=C(C=C1)COC=1C=C(C=C(C1)OC)C1=CC(=C(C=C1)CC=1N(C2=C(N1)C=CC(=C2)C(=O)OC)CCOC)F)F methyl 2-[[4-[3-[(4-cyano-2-fluoro-phenyl)methoxy]-5-methoxy-phenyl]-2-fluoro-phenyl]methyl]-3-(2-methoxyethyl)benzimidazole-5-carboxylate